4-methoxy-3,5-dihydroxyiodo-biphenyl COC1=C(C(=C(C=C1O)C1=CC=CC=C1)I)O